2-(4-cyclopropyl-6-methoxy-pyrimidin-5-yl)-4-methyl-7-[[4-[1-methyl-4-(trifluoromethyl)imidazol-2-yl]phenyl]methyl]-5H-pyrrolo[3,2-d]pyrimidine C1(CC1)C1=NC=NC(=C1C=1N=C(C2=C(N1)C(=CN2)CC2=CC=C(C=C2)C=2N(C=C(N2)C(F)(F)F)C)C)OC